OC1CC(C1)CC=1C=CC2=C(C(=C(O2)C)C(=O)O)C1 5-((3-hydroxycyclobutyl)methyl)-2-methylbenzofuran-3-carboxylic acid